C(C)(C)(C)OC(=O)N[C@H](C(=O)OC)CC1=CNC2=C(C=CC=C12)C(C)C (S)-methyl 2-((tert-butoxycarbonyl) amino)-3-(7-isopropyl-1H-indol-3-yl)propanoate